1-[3-(difluoromethoxy)phenyl]-N-(3-methyl-1,1-dioxo-thietan-3-yl)-3-(2-methylpyrazol-3-yl)indazole-5-carboxamide FC(OC=1C=C(C=CC1)N1N=C(C2=CC(=CC=C12)C(=O)NC1(CS(C1)(=O)=O)C)C=1N(N=CC1)C)F